C(=C)OCCON O-(2-vinyloxy-ethyl)-hydroxylamine